3-[3-(2-hydroxyethyl)phenyl]-2-(1,2,4-triazol-1-yl)prop-2-enenitrile OCCC=1C=C(C=CC1)C=C(C#N)N1N=CN=C1